CC1=[N+](C(=C(C2=CC(=CC=C12)C(F)(F)F)C1=CC=CC=C1)C(=C)C)[O-] 1-methyl-4-phenyl-3-(prop-1-en-2-yl)-6-(trifluoromethyl)isoquinoline-2-oxide